6-[(1S,4S)-2,5-diazabicyclo[2.2.1]heptan-2-yl]-N-[4-(2,2-difluoroethoxy)-2,3-difluoro-phenyl]pyrido[3,2-d]pyrimidin-4-amine [C@@H]12N(C[C@@H](NC1)C2)C=2C=CC=1N=CN=C(C1N2)NC2=C(C(=C(C=C2)OCC(F)F)F)F